3-[2,4-difluoro-6-[2-fluoro-3-[[(2S,3S)-3-[(1-fluorocyclopropyl)sulfonylamino]-2-piperidyl]methyl]phenyl]phenoxy]propanoic acid FC1=C(OCCC(=O)O)C(=CC(=C1)F)C1=C(C(=CC=C1)C[C@@H]1NCCC[C@@H]1NS(=O)(=O)C1(CC1)F)F